(3R,7R)-2-(3,4-Dichlorobenzoyl)-9-((S*)-1-(2-(2-hydroxypropan-2-yl)pyrimidin-5-yl)ethyl)-3,7-dimethyl-1,2,3,4,8,9-hexahydropyrido[4',3':3,4]pyrazolo[1,5-a]pyrazin-10(7H)-one ClC=1C=C(C(=O)N2CC=3C(=NN4C3C(N(C[C@H]4C)[C@@H](C)C=4C=NC(=NC4)C(C)(C)O)=O)C[C@H]2C)C=CC1Cl |o1:18|